(2Z,5Z)-2-((2-chlorophenyl)imino)-5-((2-methyl-1H-indol-3-yl)methylene)thiazolidin-4-one ClC1=C(C=CC=C1)\N=C\1/S\C(\C(N1)=O)=C/C1=C(NC2=CC=CC=C12)C